2-((5-(5-(difluoromethyl)-1,3,4-oxadiazole-2-yl)pyridine-2-yl)methyl)-7-(4-isopentylpiperazine-1-yl)-4,4-dimethylisoquinoline-1,3(2H,4H)-dione FC(C1=NN=C(O1)C=1C=CC(=NC1)CN1C(C2=CC(=CC=C2C(C1=O)(C)C)N1CCN(CC1)CCC(C)C)=O)F